(R)-6-(4-(3-fluoro-2-hydroxyphenyl)piperidin-1-yl)-2-azaspiro[3.4]octane-2-carboxylic acid tert-butyl ester C(C)(C)(C)OC(=O)N1CC2(C1)C[C@@H](CC2)N2CCC(CC2)C2=C(C(=CC=C2)F)O